2-(2-fluoro-5-methoxybenzyl)-6-((1-methyl-1H-pyrazol-3-yl)sulfonyl)phthalazin-1(2H)-one FC1=C(CN2C(C3=CC=C(C=C3C=N2)S(=O)(=O)C2=NN(C=C2)C)=O)C=C(C=C1)OC